C1C2=CC=CC=C2OO1 dioxaindan